C(C)OC=1C=C(OC2=CC=NC3=CC=C(C=C23)C(=O)N)C=C(C1)N1N=CC=C1 4-(3-Ethoxy-5-(1H-pyrazol-1-yl)phenoxy)quinoline-6-carboxamide